FC(CO)(F)C1=CC=C(O1)C1=NN=C2N1CCN(C2)C(=O)OC(C)(C)C tert-butyl 3-(5-(1,1-difluoro-2-hydroxyethyl) furan-2-yl)-5,6-dihydro-[1,2,4]triazolo[4,3-a]pyrazine-7(8H)-carboxylate